O=C1NC(CCC1N1C(C2=CC=C(C=C2C=C1)NC(OCCC1=C(C=C(C=C1C#N)C(C)(C)C1=CC=C(C=C1)OCC1=NC(=NC=C1)NS(=O)(=O)C)Cl)=O)=O)=O 2-[2-chloro-6-cyano-4-[1-[4-[[2-(methanesulfonamido)pyrimidin-4-yl]methoxy]phenyl]-1-methyl-ethyl]phenyl]ethyl N-[2-(2,6-dioxo-3-piperidyl)-1-oxo-6-isoquinolyl]carbamate